[GeH3-].[Pt+2].[Ni+2].[GeH3-].[GeH3-].[GeH3-] nickel-platinum germanide